ClC1=C(C=2C(=CC(=C(C2C(=C1)C(=O)O)C(=O)O)Cl)C(=O)O)C(=O)O 2,6-dichloronaphthalene-1,4,5,8-tetracarboxylic acid